C(C#C)NC(=O)CC(=O)O 2-[(PROP-2-YN-1-YL)CARBAMOYL]ACETIC ACID